C(C(CC)S)S butane-1,2-Dithiol